5-oxo-N-((4-((4-(4-(trifluoromethyl)piperidin-1-yl)phenyl)amino)cyclohexyl)methyl)pyrrolidine-3-carboxamide O=C1CC(CN1)C(=O)NCC1CCC(CC1)NC1=CC=C(C=C1)N1CCC(CC1)C(F)(F)F